(R)-2-((2-amino-7-(1'-methyl-1',2',3',6'-tetrahydro-[2,4'-bipyridin]-5-yl)-1,5-naphthyridin-4-yl)amino)-2-methylhexan-1-ol NC1=NC2=CC(=CN=C2C(=C1)N[C@@](CO)(CCCC)C)C=1C=CC(=NC1)C=1CCN(CC1)C